N-(7-fluoro-4-(tetrahydro-2H-pyran-4-yl)-8-(2,3,5-trifluorophenyl)quinolin-3-yl)chroman-4-carboxamide FC1=CC=C2C(=C(C=NC2=C1C1=C(C(=CC(=C1)F)F)F)NC(=O)C1CCOC2=CC=CC=C12)C1CCOCC1